N-[4-[3-(2-aminoethoxy)azetidine-1-carbonyl]-3-chloro-phenyl]-5-(2,3-difluoro-4-methoxy-phenyl)-1-methyl-imidazole-2-carboxamide NCCOC1CN(C1)C(=O)C1=C(C=C(C=C1)NC(=O)C=1N(C(=CN1)C1=C(C(=C(C=C1)OC)F)F)C)Cl